4-(3-fluorophenyl)-1-(4-(3-fluorophenyl)-5-(isopropylsulfanyl)thiazol-2-yl)-3-methyl-1H-pyrazole-5-carboxylic acid FC=1C=C(C=CC1)C=1C(=NN(C1C(=O)O)C=1SC(=C(N1)C1=CC(=CC=C1)F)SC(C)C)C